O1C=2C(OCC1COCCC(S(=O)(=O)[O-])CCC(C)C)=CSC2.[Na+] Sodium 3-[(2,3-dihydrothieno[3,4-b]-[1,4]dioxin-2-yl) methoxy]-1-isopentyl-1-propanesulfonate